4-(1-(3,5-dichlorophenyl)cyclobutyl) 1-methyl 2-methylenesuccinate C=C(C(=O)OC)CC(=O)OC1(CCC1)C1=CC(=CC(=C1)Cl)Cl